C1(=CC=CC=C1)C1=CC=NC2=C3N=CC=C(C3=CC=C12)C1=CC=CC=C1 [4,7-diphenyl-1,10-phenanthroline]